CN1CCC(CC1)CNC(=O)C=1C=C(C=C(C1)C(=O)OC)C(=O)OC dimethyl 5-[(1-methyl-4-piperidyl)methylcarbamoyl]benzene-1,3-dicarboxylate